4-((4-(4-fluorophenyl)-3-(pyrrolidin-1-ylmethyl)-2H-chromen-6-yl)oxy)-2-methylbutan-2-ol FC1=CC=C(C=C1)C1=C(COC2=CC=C(C=C12)OCCC(C)(O)C)CN1CCCC1